2-Isoindolin-2-yl-6-methyl-8-[1-[2-(tetrazol-1-yl)anilino]ethyl]chromen-4-one C1N(CC2=CC=CC=C12)C=1OC2=C(C=C(C=C2C(C1)=O)C)C(C)NC1=C(C=CC=C1)N1N=NN=C1